(+)-alpha-methyl-6-methoxy-2-naphthaleneacetic acid CC(C(=O)O)C1=CC2=CC=C(C=C2C=C1)OC